[18F]C(C)C1=C(NC2=CC=CC=C12)CCC(=O)O 1-[18F]Fluoroethyl-indolepropionic acid